4-bromophenylmagnesium bromide BrC1=CC=C(C=C1)[Mg]Br